2-amino-2-(3-(4-((S)-2-amino-3-methylbutanoyloxy)piperidin-1-yl)propyl)-6-boronohexanoic acid NC(C(=O)O)(CCCCB(O)O)CCCN1CCC(CC1)OC([C@H](C(C)C)N)=O